3,3-dimethoxy-8,8,9,9-tetramethyl-2-oxa-7-thia-3,8-disiladecane CO[Si](OC)(CCCS[Si](C(C)(C)C)(C)C)OC